NC1=C2C(=NC(=N1)Cl)N(N=C2)CC=2C=CC(=C(CCOS(=O)(=O)C1=CC=C(C=C1)C)C2)Br 5-((4-amino-6-chloro-1H-pyrazolo[3,4-d]pyrimidin-1-yl)methyl)-2-bromo-phenethyl-4-methylbenzenesulfonate